1-(2-ethoxy-2-oxoethyl)-1-methylpyrrolidinium bromide [Br-].C(C)OC(C[N+]1(CCCC1)C)=O